2-Methylamino-propionic acid CNC(C(=O)O)C